[N+](=O)([O-])\C(\C)=C\CCC (E)-2-Nitro-2-hexene